ClC1=C(C=CC(=C1)Cl)[C@@H](C)N1N=NC2=C1C=C(C=C2OC)N2CC(C2)[C@@H]2CNCCC2 (R)-3-(1-(1-((R)-1-(2,4-dichlorophenyl)ethyl)-4-methoxy-1H-benzo[d][1,2,3]triazol-6-yl)azetidin-3-yl)piperidin